(2S,4R)-1-((S)-2-azido-3-methylbutanoyl)-4-hydroxy-N-((R)-2-hydroxy-1-(4-(3-methylpyrazin-2-yl)phenyl)ethyl)pyrrolidine-2-carboxamide N(=[N+]=[N-])[C@H](C(=O)N1[C@@H](C[C@H](C1)O)C(=O)N[C@@H](CO)C1=CC=C(C=C1)C1=NC=CN=C1C)C(C)C